N-(3-(dimethylamino)benzyl)-N-(3-methoxybenzyl)-4-methylthiazol-2-amine CN(C=1C=C(CN(C=2SC=C(N2)C)CC2=CC(=CC=C2)OC)C=CC1)C